2-bromomethyl-(2,4-dichlorophenyl)4-propyl-1,3-dioxolane BrCC1(OCC(O1)CCC)C1=C(C=C(C=C1)Cl)Cl